5-(difluoromethyl)-2-methyl-3-((6-oxo-4-(1,1,2,2-tetrafluoro-ethyl)-1,6-dihydro-pyrimidin-5-yl)oxy)-benzonitrile FC(C=1C=C(C(=C(C#N)C1)C)OC1=C(N=CNC1=O)C(C(F)F)(F)F)F